FC1=C(OC2=C3C(=NC=C2)N(C=C3C(=O)OC)COCC[Si](C)(C)C)C(=CC(=C1)NC(=O)OC1=CC=CC=C1)F methyl 4-{2,6-difluoro-4-[(phenoxycarbonyl)amino]phenoxy}-1-{[2-(trimethylsilyl)ethoxy]methyl}-1H-pyrrolo[2,3-b]pyridine-3-carboxylate